(4aS,5R,8aR)-3,5,8a-Trimethyl-4a,5,8a,9-tetrahydronaphtho[2,3-b]furan-8(4H)-one CC=1C2=C(OC1)C[C@]1(C(C=C[C@H]([C@@H]1C2)C)=O)C